NCN(S(=O)=O)C 1-amino(N,N-dimethyl)sulfonamide